(1-(cyclopropylsulfonyl)-1H-pyrazol-4-yl)-N-(4-(4-fluoropiperidin-1-yl)-5-((1-(tetrahydro-2H-pyran-4-yl)-1H-pyrazol-4-yl)ethynyl)pyridin-2-yl)pyrimidin-4-amine C1(CC1)S(=O)(=O)N1N=CC(=C1)C1=NC=CC(=N1)NC1=NC=C(C(=C1)N1CCC(CC1)F)C#CC=1C=NN(C1)C1CCOCC1